(7RS,9SR)-7-amino-3-cyclopropyl-9-[(5-methoxypyridin-3-yl)amino]-N-(2-methylpropyl)-8,9-dihydro-7H-cyclopenta[H]isoquinoline-5-sulfonamide N[C@@H]1C[C@@H](C2=C1C=C(C=1C=C(N=CC21)C2CC2)S(=O)(=O)NCC(C)C)NC=2C=NC=C(C2)OC |r|